Fluorenol acrylate C(C=C)(=O)OC1=CC=CC=2C3=CC=CC=C3CC12